sodium 1-methyl-1-propanesulfonate CC(CC)S(=O)(=O)[O-].[Na+]